N-(3-{2-[(1R)-1-hydroxybutyl]-4-methylpyrimidin-5-yl}-1,6-naphthyridin-7-yl)cyclopropanecarboxamide O[C@H](CCC)C1=NC=C(C(=N1)C)C=1C=NC2=CC(=NC=C2C1)NC(=O)C1CC1